2-(hydroxymethyl)-N-(1H-indazol-5-yl)-5-methyl-7-(p-tolyl)-4,7-dihydropyrazolo[1,5-a]pyrimidine-6-carboxamide OCC1=NN2C(NC(=C(C2C2=CC=C(C=C2)C)C(=O)NC=2C=C3C=NNC3=CC2)C)=C1